bis(2-methoxyethyl)amino-N2,N2,N5,N5-tetrakis(2-methoxyethyl)pyrazine-2,5-dicarboxamide BisTFA Salt OC(=O)C(F)(F)F.OC(=O)C(F)(F)F.COCCN(CCOC)C=1C(=NC=C(N1)C(=O)N(CCOC)CCOC)C(=O)N(CCOC)CCOC